BrC1=C(C=CC2=C1C=C(O2)C(=O)O)N2CCN(CC2)CC2=C(C=CC=C2Cl)Cl 4-bromo-5-[4-(2,6-dichloro-benzyl)-piperazin-1-yl]-benzofuran-2-carboxylic acid